CC1=CN=C(C(=C1OC)C)C[S@](=O)C2=NC3=C([N-]2)C=CC(=C3)OC The molecule is an organic anion resulting from the deprotonation of the hydrogen-bearing nitrogen of the imidazole group of esomeprazole. It is a conjugate base of an esomeprazole.